(S)-2-(1-(3-chlorophenyl)-2-hydroxyethyl)-6-(2-(methylsulfonyl)pyrimidin-4-yl)isoindolin-1-one ClC=1C=C(C=CC1)[C@@H](CO)N1C(C2=CC(=CC=C2C1)C1=NC(=NC=C1)S(=O)(=O)C)=O